OC(=O)C(F)(F)F.O=C1NC(CCC1N1C(C2=CC=CC(=C2C1)CCCCCN1CCN(CC1)C(=O)N[C@@H]1C[C@H](CC1)NC1=NC=CC(=N1)C1=CC2=C(N(N=C2C=C1)C)C(C)C)=O)=O 4-(5-(2-(2,6-dioxopiperidin-3-yl)-1-oxoisoindolin-4-yl)pentyl)-N-((1S,3S)-3-((4-(3-isopropyl-2-methyl-2H-indazol-5-yl)pyrimidin-2-yl)amino)cyclopentyl)piperazine-1-carboxamide TFA Salt